ClC1=CC=C(C=C1)N1C(C2=C(C1=O)CCCC2)=O N-(4-chlorophenyl)-3,4,5,6-tetrahydrophthalimide